N(=NC(C#N)(CC)C)C(C#N)(CC)C azobis(2-methyl-butyronitrile)